C(C)OC(=O)C=1N(C=C(N1)Br)C1CC1 bromo-1-cyclopropyl-1H-imidazole-2-carboxylic acid ethyl ester